C(CCC)OC(=O)CCNCCC[Si](OC)(OC)OC 3-(N-(2-(n-butyloxycarbonyl)ethyl)amino)propyltrimethoxysilane